C(C(C)(C)C)N neopentylamine